FC1CN(C1)C=1C2=C(N=CN1)CN(CC2)C(=O)C=2N=C(C1=C(N2)OC(=C1)C)NC1(CC1)C [4-(3-fluoroazetidin-1-yl)-5H,6H,7H,8H-pyrido[3,4-d]pyrimidine-7-carbonyl]-6-methyl-N-(1-methylcyclopropyl)furo[2,3-d]pyrimidin-4-amine